3-(trimethylsilyl)propanoic acid C[Si](CCC(=O)O)(C)C